3,5,3'-triiodo-D-thyronine IC=1C=C(C[C@@H](N)C(=O)O)C=C(C1OC1=CC(=C(C=C1)O)I)I